Cl.N1(N=CC=C1)CCC(=O)O 3-(1H-pyrazol-1-yl)propionic acid hydrochloride